2-(4-Cyano-phenoxy)-2-(4-ethanesulfonyl-phenyl)-N-[5-(2-hydroxy-ethoxy)-6-methoxy-benzothiazol-2-yl]-acetamide C(#N)C1=CC=C(OC(C(=O)NC=2SC3=C(N2)C=C(C(=C3)OC)OCCO)C3=CC=C(C=C3)S(=O)(=O)CC)C=C1